6-amino-4-bromo-5-fluoro-2,3-dihydrobenzopyran-7-carboxamide NC=1C(=CC2=C(C(CCO2)Br)C1F)C(=O)N